(5-bromothiophen-3-yl)-N-methyl-methylamine BrC1=CC(=CS1)N(C)C